n-methyl-2'-oxo-2-(1-phenylcyclopropyl)-2',3'-dihydro-1'H-[1,5'-bi-benzo[d]imidazole]-5-carboxamide CNC(=O)C1=CC2=C(N(C(=N2)C2(CC2)C2=CC=CC=C2)C2=CC3=C(NC(N3)=O)C=C2)C=C1